2-bromo-5-fluoro-3-{[3-fluoro-5-(methylsulfanyl)phenyl]methoxy}pyridine BrC1=NC=C(C=C1OCC1=CC(=CC(=C1)SC)F)F